2-chloro-6-cyanonaphthalene ClC1=CC2=CC=C(C=C2C=C1)C#N